(S)-((7-((allyloxy)carbonyl)naphthalen-2-yl)fluoromethyl)phosphonic acid C(C=C)OC(=O)C1=CC=C2C=CC(=CC2=C1)[C@@H](F)P(O)(O)=O